N-(acetyl)guanosine C(C)(=O)NC=1NC(C=2N=CN([C@H]3[C@H](O)[C@H](O)[C@@H](CO)O3)C2N1)=O